N[C@H]1C2N(CC1CC2)C(=O)C2=CC1=C(N(C(=N1)C=1N(C3=CC=CC=C3C1)CC1CC1)CC1CN(C1)C(=O)C1=CC=C(C#N)C=C1)C(=C2)C 4-[3-({5-[(7R)-7-amino-2-azabicyclo[2.2.1]heptane-2-carbonyl]-2-[1-(cyclopropylmethyl)-1H-indol-2-yl]-7-methyl-1H-1,3-benzodiazol-1-yl}methyl)azetidine-1-carbonyl]benzonitrile